2-(7-(((3R,5R)-1,5-dimethylpiperidin-3-yl)amino)pyrazolo[1,5-d][1,2,4]triazin-4-yl)-5-(trifluoromethyl)phenol CN1C[C@@H](C[C@H](C1)C)NC1=NN=C(C=2N1N=CC2)C2=C(C=C(C=C2)C(F)(F)F)O